3-Ethyl-5-phenyl-1-[3-(trimethoxysilyl)propyl]-1,2,4-triazole C(C)C1=NN(C(=N1)C1=CC=CC=C1)CCC[Si](OC)(OC)OC